BrC=1C=C2C(=NN(C(C2=CC1)=O)CC(=O)NC1=NC=C(C=N1)F)OC1CC2(C(C2)(F)F)C1 2-[6-bromo-4-(trans-2,2-difluorospiro[2.3]hexan-5-yl)oxy-1-oxophthalazin-2-yl]-N-(5-fluoropyrimidin-2-yl)acetamide